N-(4-(5-fluoropyridin-2-yl)piperidin-4-yl)-4-(trifluoromethoxy)benzene-sulfonamide FC=1C=CC(=NC1)C1(CCNCC1)NS(=O)(=O)C1=CC=C(C=C1)OC(F)(F)F